ClC=1C(=C2C=NNC2=CC1F)OC1=NC=CC2=C1N=C(N=C2N2CCN(CC2)C(C=C)=O)OC[C@H]2N(C[C@H](C2)OC)C 1-[4-(8-[(5-chloro-6-fluoro-1H-indazol-4-yl)oxy]-2-{[(2S,4S)-4-methoxy-1-methylpyrrolidin-2-yl]methoxy}pyrido[3,4-d]pyrimidin-4-yl)piperazin-1-yl]prop-2-en-1-one